2-(3'-tert-Butyl-2'-hydroxy-5'-(2-methoxycarbonylethyl)phenyl)benzotriazol C(C)(C)(C)C=1C(=C(C=C(C1)CCC(=O)OC)N1N=C2C(=N1)C=CC=C2)O